IODAT I(=O)(=O)[O-]